8-chloro-3-[5-(difluoromethyl)-1,3,4-thiadiazol-2-yl]imidazo[1,2-a]pyridine-6-sulfonyl bromide ClC=1C=2N(C=C(C1)S(=O)(=O)Br)C(=CN2)C=2SC(=NN2)C(F)F